4-{[(2S,3S,4S)-4-fluoro-3-methyl-5-oxopyrrolidin-2-yl]methoxy}-6-methoxyquinoline-7-carboxamide F[C@H]1[C@H]([C@H](NC1=O)COC1=CC=NC2=CC(=C(C=C12)OC)C(=O)N)C